C(CCCCC)C(CCCCC)CC Hexyl-ethyl-hexane